2-(4-(5-(trifluoromethylfuran-2-yl)-1H-imidazol-2-yl)piperidin-1-yl)propan-1-one FC(F)(F)C1=C(OC=C1)C1=CN=C(N1)C1CCN(CC1)C(C=O)C